N1=C(C=CC=C1NC=1SC(=CN1)C(=O)NC1=CC=C(C=C1)OC(F)(F)F)C1=NC=CC=C1 2-([2,2'-Bipyridyl]-6-ylamino)-N-(4-(trifluoromethoxy)phenyl)thiazole-5-carboxamide